2-amino-1-(3-chloro-2-thienyl)ethanone NCC(=O)C=1SC=CC1Cl